FC=1C=C(C=CC1OC)C(=O)N1C2=C(C=C(CC1)C=1OC(=CN1)C)C=CC(=C2)C=2C=NN(C2)CC(C)(C)O (3-Fluoro-4-methoxyphenyl)(8-(1-(2-hydroxy-2-methylpropyl)-1H-pyrazol-4-yl)-4-(5-methyloxazol-2-yl)-2,3-dihydro-1H-benzo[b]azepin-1-yl)methanone